CC1(OB(OC1(C)C)C1=CCC(CC1)OC1=NC=CC(=C1)C1=C(C=2CCCC2C=C1)N)C 5-(2-((4-(4,4,5,5-tetramethyl-1,3,2-dioxaborolan-2-yl)cyclohex-3-en-1-yl)oxy)pyridin-4-yl)-2,3-dihydro-1H-inden-4-amine